FC=1C=C(C=CC1)C1=C2N(C(=NC1=O)NC1CC(C1)OC)C=CC(=C2)C(F)(F)F 4-(3-fluorophenyl)-1-(((1R,3R)-3-methoxycyclobutyl)amino)-6-(trifluoromethyl)-3H-pyrido[1,2-c]pyrimidin-3-one